N1=C(C=CC=C1)OC1=CC=C(C=C1)C=1C=C2C=NC=NC2=C(C1)C=1C=C(C=CC1)NC(C=C)=O N-(3-(6-(4-(pyridin-2-yloxy)phenyl)quinazolin-8-yl)phenyl)acrylamide